5-chloro-N-[(1R)-1-(2,4-dichlorophenyl)ethyl]-6-methyl-2-piperazin-1-yl-pyrimidin-4-amine ClC=1C(=NC(=NC1C)N1CCNCC1)N[C@H](C)C1=C(C=C(C=C1)Cl)Cl